N1CCNCCCNCCNCCC1 1,4,8,11-tetraaza-cyclotetradecane